C(C)(=O)OCC1=CC=C(CNC(C=C)=O)C=C1 N-(4-acetoxymethylbenzyl)acrylamide